C(#N)C=1C=C(C=CC1)C=1N=C(SC1C1=CC(=NC(=C1)C)C)NC(=O)N1CCC2(CCN(C2=O)C)CC1 N-[4-(3-cyanophenyl)-5-(2,6-dimethyl-4-pyridinyl)thiazol-2-yl]-2-methyl-1-oxo-2,8-diazaspiro[4.5]decane-8-carboxamide